C(C)(C)(C)OC(=O)N[C@H](C(=O)O)CC1CCC(CC1)(F)F (2S)-2-(tert-butoxycarbonyl-amino)-3-(4,4-difluorocyclohexyl)propanoic acid